4-ethyl-4H-1,2,4-triazol C(C)N1C=NN=C1